C1(CC1)C1=C(C(=NO1)C1=C(C=CC=C1Cl)Cl)COC1=CC=C2C(=N1)C(C(C1=C(O2)C=C(C=C1)C(=O)O)O)(F)F 2-((5-cyclopropyl-3-(2,6-dichlorophenyl)isoxazol-4-yl)methoxy)-11,11-difluoro-10-hydroxy-10,11-dihydrobenzo[6,7]oxepino[3,2-b]pyridine-7-carboxylic acid